C[Si](CCOCN1C=CC2=CC=CC=C12)(C)C 1-((2-(trimethylsilyl)ethoxy)methyl)-1H-indole